i-butyl-3-methylimidazolium chloride [Cl-].C(C(C)C)C=1NC=C[N+]1C